fluoronicotinic acid C1=CC(=C(N=C1)F)C(=O)O